tert-butyl (oct-3-yl)carbamate CCC(CCCCC)NC(OC(C)(C)C)=O